(4-bromo-1H-pyrrolo[2,3-b]pyridine-2-carbonyl)glycine tert-butyl ester C(C)(C)(C)OC(CNC(=O)C1=CC=2C(=NC=CC2Br)N1)=O